CNC1=NC(=NC(=N1)NC1=CC(=CC=C1)C)Cl 2-methylamino-4-(3-methylanilino)-6-chloro-1,3,5-triazine